C(C)N1C(=CC2=CC=CC=C12)C1=NC2=C(N1C)C(=CC(=C2)C(=O)N2C[C@@H](CCC2)NC(OC(C)(C)C)=O)O (R)-tert-Butyl (1-(2-(1-ethyl-1H-indol-2-yl)-7-hydroxy-1-methyl-1H-benzo[d]imidazole-5-carbonyl)piperidin-3-yl)carbamate